tert-butyl (S)-4-(6-fluoro-1-(2-isopropyl-4-methylpyridin-3-yl)-7-(2-(methylthio)pyridin-3-yl)-2-carbonyl-1,2-dihydropyrido[2,3-d]pyrimidin-4-yl)-3-methylpiperazine-1-carboxylate FC1=CC2=C(N(C(N=C2N2[C@H](CN(CC2)C(=O)OC(C)(C)C)C)=C=O)C=2C(=NC=CC2C)C(C)C)N=C1C=1C(=NC=CC1)SC